[Si](C)(C)(C(C)(C)C)OCCN1CC(C=2C3=C(C(NC2C1)=O)C=C(C=C3)F)=O 3-(2-((tert-butyldimethylsilyl)oxy)ethyl)-8-fluoro-3,4-dihydrobenzo[c][1,7]Naphthyridine-1,6(2H,5H)-dione